CC(=C)[C@@H](CCC(=O)C)CC(=O)[O-] The molecule is an optically active form of 3-isopropenyl-6-oxoheptanoate having (3S)-configuration. It derives from a (4R,7S)-7-hydroxy-4-isopropenyl-7-methyloxepan-2-one and a (4S,7R)-7-hydroxy-4-isopropenyl-7-methyloxepan-2-one. It is a conjugate base of a (3S)-3-isopropenyl-6-oxoheptanoic acid. It is an enantiomer of a (3R)-3-isopropenyl-6-oxoheptanoate.